C12CCC(CC1)N2CC(=O)NC2=CC(=C(C(=C2)F)C=2C=C1C(=CN2)NN=C1C=1C=NN(C1)C)F (7-azabicyclo[2.2.1]hept-7-yl)-N-(3,5-difluoro-4-(3-(1-methyl-1H-pyrazol-4-yl)-1H-pyrazolo[3,4-c]pyridin-5-yl)phenyl)acetamide